C1(CC1)C1=CC(=CC(=N1)C=1OC2=C(N1)C=C(C=C2C(F)(F)F)CNCC2(CCCC2)C#N)C2=C(C=C(C=C2)F)C2=NN=CN2C 1-({[(2-{6-cyclopropyl-4-[4-fluoro-2-(4-methyl-1,2,4-triazol-3-yl)phenyl]pyridin-2-yl}-7-(trifluoromethyl)-1,3-benzoxazol-5-yl)methyl]amino}methyl)cyclopentane-1-carbonitrile